4'-{5-[1-(2-Chloro-phenyl)-ethoxycarbonylamino]-4-fluoro-pyrazol-1-yl}-biphenyl ClC1=C(C=CC=C1)C(C)OC(=O)NC1=C(C=NN1C1=CC=C(C=C1)C1=CC=CC=C1)F